N[C@H]1CCC[C@H](C(NC=2C=NN(C2C=2C=CN=C1C2)C2=CC=CC=C2)=O)C (9R,13S)-13-amino-9-methyl-3-phenyl-3,4,7,15-tetraazatricyclo[12.3.1.02,6]octadeca-1(18),2(6),4,14,16-pentaen-8-one